4-amino-7-fluoro-N-methyl-N-(7-(trifluoromethyl)chroman-4-yl)imidazo[1,5-a]quinoxaline-8-carboxamide NC=1C=2N(C3=CC(=C(C=C3N1)F)C(=O)N(C1CCOC3=CC(=CC=C13)C(F)(F)F)C)C=NC2